ammonium folate salt C(CC[C@@H](C(=O)O)NC(=O)C1=CC=C(NCC2=CN=C3N=C(N)NC(=O)C3=N2)C=C1)(=O)[O-].[NH4+]